FC=1C(=NC=C(C1)N1CCNCC1)N1C(N(C=2C=NC=3C=C(C(=CC3C21)C=2C=NN(C2)C)OC)C)=O 1-(3-Fluoro-5-piperazin-1-yl-pyridin-2-yl)-7-methoxy-3-methyl-8-(1-methyl-1H-pyrazol-4-yl)-1,3-dihydro-imidazo[4,5-c]quinolin-2-one